2-nitro-5-((4-(thiophen-2-yl)phenyl)thio)aniline [N+](=O)([O-])C1=C(N)C=C(C=C1)SC1=CC=C(C=C1)C=1SC=CC1